OC1=C(C(=O)C2=CC(=CC(=C2)C(C2=C(C=CC(=C2)O)O)=O)C(C2=C(C=CC(=C2)O)O)=O)C=C(C=C1)O 1,3,5-tris(2,5-dihydroxybenzoyl)benzene